(S)-6-(2-hydroxy-2-methylpropyl)-3-((S)-1-(4-(1-methyl-2-oxo-1,2-dihydropyridin-4-yl)phenyl)ethyl)-6-phenyl-1,3-oxazinan-2-one OC(C[C@@]1(CCN(C(O1)=O)[C@@H](C)C1=CC=C(C=C1)C1=CC(N(C=C1)C)=O)C1=CC=CC=C1)(C)C